tert-butyl (4-((4-([1,2,4]triazolo[1,5-a]pyridin-7-yloxy)-3-methylphenyl)amino)pyrido[3,4-d]pyrimidin-6-yl)carbamate N=1C=NN2C1C=C(C=C2)OC2=C(C=C(C=C2)NC=2C1=C(N=CN2)C=NC(=C1)NC(OC(C)(C)C)=O)C